N-(N-(tert-Butoxycarbonyl)-N-methyl-L-leucyl)-O-cyclohexyl-N-methyl-D-homoserine C(C)(C)(C)OC(=O)N([C@@H](CC(C)C)C(=O)N([C@H](CCOC1CCCCC1)C(=O)O)C)C